O=C1N(C(C2=CC=CC=C12)=O)CC=1N=CSC1C1=CC=C(C=C1)[C@H](C)NC(OC(C)(C)C)=O tert-butyl N-[(1S)-1-[4-[4-[(1,3-dioxoisoindolin-2-yl)methyl]thiazol-5-yl]phenyl]ethyl]carbamate